BrC1=CC=C(O1)C1(OCCO1)C 2-(5-bromofuran-2-yl)-2-methyl-1,3-dioxolane